C(C)CC(=O)OCCOCCO diethylene glycol e-ethyl-acetate